(S)-N-((7-((5,5-Difluoro-2-oxotetrahydropyrimidin-1(2H)-yl)methyl)imidazo[1,2-b]pyridazin-2-yl)(4,4-difluorocyclohexyl)methyl)-3-((difluoromethoxy)methyl)isoxazole-4-carboxamide FC1(CNC(N(C1)CC1=CC=2N(N=C1)C=C(N2)[C@@H](NC(=O)C=2C(=NOC2)COC(F)F)C2CCC(CC2)(F)F)=O)F